diisoamyl-aluminum C(CC(C)C)[Al]CCC(C)C